N-(2-(tert-butylsulfonyl)-1,2,3,4-tetrahydroisoquinolin-7-yl)-4-((2-hydroxyethyl)sulfonamido)-2-(6-azaspiro[2.5]octan-6-yl)benzamide C(C)(C)(C)S(=O)(=O)N1CC2=CC(=CC=C2CC1)NC(C1=C(C=C(C=C1)NS(=O)(=O)CCO)N1CCC2(CC2)CC1)=O